FC1=C(C=CC(=C1)OCCCC1CCN(CC1)C1=NC=C(C=N1)COC)CC(=O)N1CC(C1)CNCC[C@H](C[C@H](CC(=O)O)O)O (3R,5R)-7-[[1-[2-[2-fluoro-4-[3-[1-[5-(methoxymethyl)pyrimidin-2-yl]-4-piperidyl]propoxy]phenyl]acetyl]azetidin-3-yl]methylamino]-3,5-dihydroxy-heptanoic acid